C(C)(CC)C1C(NC2=C(CN1C(=O)C1=CC=C(N1)C(=O)OCC)C=CC=C2)=O ethyl 5-(3-(sec-butyl)-2-oxo-2,3,4,5-tetrahydro-1H-benzo[1,4]diazepine-4-carbonyl)-1H-pyrrole-2-carboxylate